1-(3-Hydroxy-2-(5-(p-tolyl)-1H-imidazol-2-yl)piperidin-1-yl)-2-(methylsulfonyl)propan-1-one OC1C(N(CCC1)C(C(C)S(=O)(=O)C)=O)C=1NC(=CN1)C1=CC=C(C=C1)C